C(C)(C)(C)C1=CC(=C(C(=C1)C)C=1NC=2C=CN=C(C2C(C1)=O)C(=O)OC)OC1=C(C=C(C=C1)F)OC methyl 2-[4-tert-butyl-2-(4-fluoro-2-methoxy-phenoxy)-6-methyl-phenyl]-4-oxo-1H-1,6-naphthyridine-5-carboxylate